4-(2-hydroxypropan-2-yl)-3-(2-methyl-1H-benzimidazol-5-yl)benzoic acid OC(C)(C)C1=C(C=C(C(=O)O)C=C1)C1=CC2=C(NC(=N2)C)C=C1